C12(CC(C1)C2)NC2=NC(=NC=C2C(=O)OCC)SC ethyl 4-(bicyclo[1.1.1]pentan-1-ylamino)-2-(methylthio)pyrimidine-5-carboxylate